BrC1=CC2=C(O[C@@H](C(N2)=O)[C@H](NC(OC(C)(C)C)=O)C2=CC=CC=C2)N=C1 tert-butyl N-[(R)-[(3R)-7-bromo-2-oxo-1H-pyrido[2,3-b][1,4]oxazin-3-yl]-phenyl-methyl]carbamate